COC1=CC=C(C=C1)C(C)(C#C)C=1N=C(SC1)NC(=O)N 1-(4-(2-(4-methoxyphenyl)but-3-yn-2-yl)thiazol-2-yl)urea